5,7,3',5'-tetrahydroxydihydroflavone OC1=C2C(CC(OC2=CC(=C1)O)C1=CC(=CC(=C1)O)O)=O